(phenyl)(biphenylyl)indolocarbazolyl-di(phenyl)[(phenyl)(biphenylyl)indolocarbazolyl]triazine C1(=CC=CC=C1)C1=C(C(=C2C(=C1)N=C1C=CC3=C4C=CC=CC4=NC3=C12)N1NN=C(C(=C1C1=CC=CC=C1)C1=CC=CC=C1)C1=C2C(=CC(=C1C1=C(C=CC=C1)C1=CC=CC=C1)C1=CC=CC=C1)N=C1C=CC3=C4C=CC=CC4=NC3=C12)C1=C(C=CC=C1)C1=CC=CC=C1